diaminoplatinum(II) N[Pt]N